CNC(CC)NC1OCCC1 N-methyl-N'-tetrahydrofuranyl-propanediamine